({3',5'-dichloro-2'-[(5-methylpyridine-3-sulfonyl)amino][1,1'-biphenyl]-4-yl}oxy)ethanoic acid ClC=1C(=C(C=C(C1)Cl)C1=CC=C(C=C1)OCC(=O)O)NS(=O)(=O)C=1C=NC=C(C1)C